2-butenedioic acid-1-dodecyl ester C(CCCCCCCCCCC)OC(C=CC(=O)O)=O